5-chloro-N-(2,6-difluorobenzyl)-2-methoxynicotinamide ClC=1C=NC(=C(C(=O)NCC2=C(C=CC=C2F)F)C1)OC